C(C)(=O)N1CC=2N(CC1)C(=C(C2C(=O)NC2=CC(=C(C(=C2)C)F)F)C)C(C(=O)NC(CO)(C)C)=O 2-acetyl-N-(3,4-difluoro-5-methylphenyl)-6-(2-((1-hydroxy-2-methylpropan-2-yl)amino)-2-oxoacetyl)-7-methyl-1,2,3,4-tetrahydropyrrolo[1,2-a]pyrazine-8-carboxamide